1-(2-fluoropyridin-3-yl)ethane FC1=NC=CC=C1CC